C1CC12CN(C2)C2=CC=C(C(=N2)Cl)CN2C=NC(=C2)C(=O)OCC ethyl 1-[(6-{5-azaspiro[2.3]hexan-5-yl}-2-chloropyridin-3-yl)methyl]-1H-imidazole-4-carboxylate